2-((6-chloro-1,2,3,4-tetrahydro-9H-carbazol-9-yl)methyl)benzoic acid ClC=1C=C2C=3CCCCC3N(C2=CC1)CC1=C(C(=O)O)C=CC=C1